5-[4-[(2-methyl-6,7-dihydrofuro[3,2-d]pyrimidin-4-yl)amino]cyclohexyloxy]-7-morpholino-quinazoline-4-carbonitrile CC=1N=C(C2=C(N1)CCO2)NC2CCC(CC2)OC2=C1C(=NC=NC1=CC(=C2)N2CCOCC2)C#N